NC1=NC=NN2C1=NC=C2C=2C=C(C=CC2C)S(=O)(=O)N2CC1(C2)CC(C1)(O)C(F)(F)F 2-((3-(4-aminoimidazo[2,1-f][1,2,4]triazin-7-yl)-4-methylphenyl)sulfonyl)-6-(trifluoromethyl)-2-azaspiro[3.3]heptan-6-ol